(hydroxymethyl)imidazolidin-2-one OCN1C(NCC1)=O